CC1=NC=2N(C(=C1)NCC(N1CCOCC1)C1=CC=C(C=C1)C)N=CN2 5-methyl-N-[2-(4-methylphenyl)-2-(4-morpholinyl)ethyl][1,2,4]triazolo[1,5-a]pyrimidin-7-amine